C1(CC1)C1=C(N=C2N1C=CC=C2)\C=N\S(=O)C(C)(C)C (E)-N-((3-cyclopropylimidazo[1,2-a]pyridin-2-yl)methylene)-2-methylpropane-2-sulfinamide